C(#N)C1=NC(=C2C=C(N=CC2=C1)N[C@@H]1C[C@H](C1)NC(OC(C)(C)C)=O)N[C@H]1COCC1 tert-butyl ((trans)-3-((7-cyano-5-(((R)-tetrahydrofuran-3-yl)amino)-2,6-naphthyridin-3-yl)amino)cyclobutyl)carbamate